N-(3,5-dichloro-4-((1-(2-methoxyethyl)-6-oxo-1,6-dihydropyridin-3-yl)oxy)phenyl)-5-oxo-4,5-dihydro-1,2,4-oxadiazole-3-carboxamide ClC=1C=C(C=C(C1OC1=CN(C(C=C1)=O)CCOC)Cl)NC(=O)C1=NOC(N1)=O